tert-Butyl 5-(2-methoxy-2-oxoethylamino)-1H-indol-1-carboxylate COC(CNC=1C=C2C=CN(C2=CC1)C(=O)OC(C)(C)C)=O